NC1=NC=2C=CC(=CC2C2=C1C=NN2)C(=O)N(N(C)C(=O)C2CC2)CC2=NC=C(C=C2)C(F)(F)F 4-amino-N'-(cyclopropanecarbonyl)-N'-methyl-N-((5-(trifluoromethyl)pyridin-2-yl)methyl)-1H-pyrazolo[4,3-c]quinoline-8-carbohydrazide